C(C=C)(=O)OC1=C(C=C(C=C1)C(C)(C)C)C(C)(C)C 2,4-di-t-butylphenol monoacrylate